N-(2-(1'-(4,4-dimethylcyclohexyl)-3-oxo-1H-spiro[isoquinoline-4,4'-piperidin]-2(3H)-yl)ethyl)aminosulfonamide CC1(CCC(CC1)N1CCC2(CC1)C(N(CC1=CC=CC=C12)CCNNS(=O)=O)=O)C